FC(S(=O)(=O)OC1=CC=CC2=C1CC(O2)COC2=CC(=C(C=C2)F)F)(F)F ((3,4-difluorophenoxy) methyl)-2,3-dihydrobenzofuran-4-yl trifluoromethanesulfonate